(3aR,4S,6R,6aS)-6-(4-Amino-5-(3,3-diethoxypropyl)-7H-pyrrolo[2,3-d]pyrimidin-7-yl)-N,N,2,2-tetramethyltetrahydro-4H-cyclopenta[d][1,3]dioxole-4-carboxamide NC=1C2=C(N=CN1)N(C=C2CCC(OCC)OCC)[C@@H]2C[C@@H]([C@@H]1[C@H]2OC(O1)(C)C)C(=O)N(C)C